methyl 3-[(2R,5S)-5-(4-chlorophenyl)-2-methylpiperazin-1-yl]propanoate ClC1=CC=C(C=C1)[C@@H]1NC[C@H](N(C1)CCC(=O)OC)C